COC1=CC=C(N=N1)CN[C@@H](C)C1=NC=CC=N1 (S)-N-((6-methoxypyridazin-3-yl)methyl)-1-(pyrimidin-2-yl)ethan-1-amine